C(C)C(CC(C(=O)[O-])S)CCCC.C(C)C(CC(C(=O)[O-])S)CCCC.C(C)C(CC(C(=O)[O-])S)CCCC.C(CCCCCCC)[Sn+3] monooctyltin tris(2-ethylhexyl thioglycolate)